C(CC[C@@H](C)[C@H]1CC[C@H]2[C@@H]3CCC4CCCC[C@]4(C)[C@H]3CC[C@]12C)O cholanol